(2R,3R,11bR)-3-(tert-butoxy)-10-methoxy-9-(oxetan-3-ylmethoxy)-1,3,4,6,7,11b-hexahydro-2H-pyrido[2,1-a]isoquinolin-2-ol C(C)(C)(C)O[C@H]1[C@@H](C[C@H]2N(CCC3=CC(=C(C=C23)OC)OCC2COC2)C1)O